1-[4-(4-{[6-(3,5-Dichloro-benzyloxy)-pyridazin-3-ylamino]-methyl}-phenyl)-piperazin-1-yl]-ethanone ClC=1C=C(COC2=CC=C(N=N2)NCC2=CC=C(C=C2)N2CCN(CC2)C(C)=O)C=C(C1)Cl